C(C)(C)(C)[C@]1(N(CC[C@@H](C1)OCC=C)C(=O)O)C1=CC=C(C2=CC=C(C=C12)OCC=C)C(=O)OC tert-butyl-(2s,4s)-4-(allyloxy)-2-(7-(allyloxy)-4-(methoxycarbonyl)naphthalene-1-yl)piperidine-1-carboxylic acid